1-(4-(benzyloxy)-5-fluoropyrimidin-2-yl)ethan-1-one C(C1=CC=CC=C1)OC1=NC(=NC=C1F)C(C)=O